dibenzyl (3,5-dimethoxyphenyl)propanedioate COC=1C=C(C=C(C1)OC)C(C(=O)OCC1=CC=CC=C1)C(=O)OCC1=CC=CC=C1